C(C)(C)(C)C1=NC=C(C(=N1)OC1=CC=CC=C1)C(=O)NC(COC)C=CS(=O)(=O)C 2-(tert-butyl)-N-(1-methoxy-4-(methylsulfonyl)but-3-en-2-yl)-4-phenoxypyrimidine-5-carboxamide